NC1=CC(=C(C=C1)B(O)O)C(=O)OC (4-amino-2-(methoxycarbonyl)phenyl)boronic acid